FC(OC1=CC=C(C=C1)S(=O)(=O)N1N=C2C(=C1)CN(C2)C([C@@H](C2=CC=CC=C2)N2C(CC2)=O)=O)F 1-[(1R)-2-{2-[4-(difluoromethoxy)benzenesulfonyl]-4H,6H-pyrrolo[3,4-c]pyrazol-5-yl}-2-oxo-1-phenylethyl]azetidin-2-one